2-[4-[4-[[rac-(3S)-2,6-dioxo-3-piperidyl]amino]phenyl]-1-piperidyl]acetic acid O=C1NC(CC[C@@H]1NC1=CC=C(C=C1)C1CCN(CC1)CC(=O)O)=O |r|